ClC1=C2C(=CN=C1)N(N=C2NC(C(C)C)=O)CC2=CC=C(C=C2)C(F)(F)F N-(4-chloro-1-(4-(trifluoromethyl)benzyl)-1H-pyrazolo[3,4-c]pyridin-3-yl)isobutyramide